6-amino-5-[1-(2-chloro-3,6-difluoro-phenyl)-ethoxy]-pyridin-3-ol NC1=C(C=C(C=N1)O)OC(C)C1=C(C(=CC=C1F)F)Cl